N-((1S)-1-(5-((4,5-difluoro-2,3-dihydro-1H-inden-2-yl)amino)pyridin-2-yl)-2,2,2-trifluoroethyl)-N-methyltetrahydro-2H-thiopyran-4-carboxamide 1,1-dioxide FC1=C2CC(CC2=CC=C1F)NC=1C=CC(=NC1)[C@@H](C(F)(F)F)N(C(=O)C1CCS(CC1)(=O)=O)C